C1CCC2=CC(=CC=C12)NC(=O)C1=C(N=CS1)C N-(2,3-dihydro-1H-inden-5-yl)-4-methylthiazole-5-carboxamide